Cl[SiH2]N1C(=CC2=CC=CC=C12)C N-(chlorosilyl)-2-methylindole